(E)-N-(2,6-dioxo-3-piperidyl)-3-(2-(6-methoxy-3-pyridyl)-4-morpholinyl-6-thieno[3,2-d]pyrimidinyl)acrylamide potassium bromide [Br-].[K+].O=C1NC(CCC1NC(\C=C\C1=CC=2N=C(N=C(C2S1)N1CCOCC1)C=1C=NC(=CC1)OC)=O)=O